1-[7-[4-(methylamino)-1-piperidyl]imidazo[1,2-a]pyridin-3-yl]hexahydropyrimidine-2,4-dione CNC1CCN(CC1)C1=CC=2N(C=C1)C(=CN2)N2C(NC(CC2)=O)=O